ClC=1C=C(C#N)C=C(C1)C(C)(C)C1=CC=C(C=C1)OCC1=NC(=NC=C1)N1CCC(CC1)C1CCN(CC1)CC1CN(C1)C=1C=C2C(N(C(C2=CC1)=O)C1C(NC(CC1)=O)=O)=O 3-Chloro-5-(2-(4-((2-(1'-((1-(2-(2,6-dioxopiperidin-3-yl)-1,3-dioxoisoindolin-5-yl)azetidin-3-yl)methyl)-[4,4'-bipiperidin]-1-yl)pyrimidin-4-yl)methoxy)phenyl)Prop-2-yl)benzonitrile